COC(=O)C=1C=C(C=C(C1)C(=O)OC)C1=CC=C(C=C1)OB(O)O (3',5'-bis(methoxycarbonyl)-[1,1'-biphenyl]-4-yl)boric acid